2-((4-(piperazin-1-yl)pyridin-3-yl)amino)-N-(quinoxalin-6-yl)acetamide N1(CCNCC1)C1=C(C=NC=C1)NCC(=O)NC=1C=C2N=CC=NC2=CC1